cholesteryl arachidate CCCCCCCCCCCCCCCCCCCC(=O)O[C@H]1CC[C@@]2([C@H]3CC[C@]4([C@H]([C@@H]3CC=C2C1)CC[C@@H]4[C@H](C)CCCC(C)C)C)C